O=C1NC(CCC1N1C(N(C2=C1C=CC(=C2)CCOC(CN2C[C@H](N(CC2)C(=O)OC(C)(C)C)C(=O)OC(C)(C)C)=O)C)=O)=O Ditert-butyl (2S)-4-[2-[2-[1-(2,6-dioxo-3-piperidyl)-3-methyl-2-oxo-benzimidazol-5-yl]ethoxy]-2-oxo-ethyl]piperazine-1,2-dicarboxylate